6-fluoro-7-(3-hydroxyazetidin-1-yl)-5-methyl-4-oxo-1-(1,3-thiazol-2-yl)-1,4-dihydro-1,8-naphthyridine-3-carboxylic acid FC=1C(=C2C(C(=CN(C2=NC1N1CC(C1)O)C=1SC=CN1)C(=O)O)=O)C